methyl-3-(2-morpholinopyridin-4-yl)aniline tert-butyl-(R)-3-((R)-hydroxy(6-(2-hydroxy-4-(trifluoromethyl)phenyl)-5-methylpyridazin-3-yl)methyl)piperidine-1-carboxylate C(C)(C)(C)OC(=O)N1C[C@@H](CCC1)[C@H](C=1N=NC(=C(C1)C)C1=C(C=C(C=C1)C(F)(F)F)O)O.CNC1=CC(=CC=C1)C1=CC(=NC=C1)N1CCOCC1